NCC(=O)N GLYCIN AMID